ClC1=CC=C(C=C1)C(C(C=C)(F)F)O[Si](CC)(CC)CC ((1-(4-chlorophenyl)-2,2-difluorobut-3-en-1-yl)oxy)triethylsilane